C(CCCCC(C)C)C(C(=O)[O-])S.C(CCCCC(C)C)C(C(=O)[O-])S.C(CCCCC(C)C)C(C(=O)[O-])S.C(CCCCCCC)[Sn+3] monooctyltin tris(isooctylthioglycolate)